C(C1=CC=CC=C1)N(C1CC2=C(N(N=C2CC1)C1=NC=C(C=C1)Cl)O)C 5-(benzylmethylamino)-2-(5-chloropyridin-2-yl)-4,5,6,7-tetrahydro-2H-indazol-3-ol